C(C(=C)C)(=O)OCCOCCOCCOCCOCCOCCOCCOCCOCCOC nonaethylene glycol methyl ether methacrylate